2-((6-chloro-2-(4-methylpiperazin-1-yl)pyrido[3,4-d]pyrimidin-4-yl)amino)-N-methylethane-1-sulfonamide ClC1=CC2=C(N=C(N=C2NCCS(=O)(=O)NC)N2CCN(CC2)C)C=N1